2'-chloro-5'-methoxy-6-methyl-N-(8-(1-methyl-1H-pyrazol-5-yl)-7,8-dihydro-6H-thiazolo[5',4':4,5]benzo[1,2-b][1,4]oxazin-2-yl)-[4,4'-bipyridine]-3-carboxamide ClC1=NC=C(C(=C1)C1=C(C=NC(=C1)C)C(=O)NC=1SC2=CC3=C(OCCN3C3=CC=NN3C)C=C2N1)OC